3-fluoro-N-p-methoxyphenyl-3-(p-toluenesulfonyl)acrylamide FC(=CC(=O)NC1=CC=C(C=C1)OC)S(=O)(=O)C1=CC=C(C)C=C1